FORMAMIDINIUM IODIDE [I-].C(=[NH2+])N